(R)-4-methoxy-6-(1-(1-(piperidine-3-carbonyl)piperidin-4-yl)-1H-pyrazol-4-yl)pyrazolo[1,5-a]pyridine-3-carbonitrile COC=1C=2N(C=C(C1)C=1C=NN(C1)C1CCN(CC1)C(=O)[C@H]1CNCCC1)N=CC2C#N